2,2-dioleyl-4-(2-dimethylaminoethyl)-[1,3]-dioxolane C(CCCCCCC\C=C/CCCCCCCC)C1(OCC(O1)CCN(C)C)CCCCCCCC\C=C/CCCCCCCC